1-[(3S)-3-(6-fluoropyridin-3-yl)-1,2-oxazolidin-2-yl]-2,2-dimethylpropan-1-one FC1=CC=C(C=N1)[C@H]1N(OCC1)C(C(C)(C)C)=O